NC1=NC=2C=CC(=CC2C2=C1C(OC2)C)C(=O)N(C2CCCC=1C(=NOC12)C=1C=NN(C1)C)C 4-amino-N,3-dimethyl-N-(3-(1-methyl-1H-pyrazol-4-yl)-4,5,6,7-tetrahydrobenzo[d]isoxazol-7-yl)-1,3-dihydrofuro[3,4-c]quinoline-8-carboxamide